(dihydroxymethyl)carbamic acid OC(O)NC(O)=O